FC1=CC=C(C=N1)C=1C=NNC1 4-(6-fluoropyridin-3-yl)-1H-pyrazol